1-Imino-4-(5-(5-(1-(2-methylpyrimidin-4-yl)ethoxy)-1H-indazol-3-yl)pyridin-2-yl)-1λ6-thiomorpholine 1-oxide N=S1(CCN(CC1)C1=NC=C(C=C1)C1=NNC2=CC=C(C=C12)OC(C)C1=NC(=NC=C1)C)=O